CN1C=C(C=2C(N(C=C(C21)C)C)=O)C(=O)N2CC1(CC1C2)C2=CC=CC1=CC=CC=C21 1,5,7-trimethyl-3-((1-(1-naphthyl)-3-azabicyclo[3.1.0]hex-3-yl)carbonyl)-1,5-dihydro-4H-pyrrolo[3,2-c]pyridin-4-one